8-(4-chloro-2-fluorophenyl)-2,3-dimethyl-6-(2-(1-methyl-1H-pyrazol-4-yl)morpholino)quinazolin-4(3H)-one ClC1=CC(=C(C=C1)C=1C=C(C=C2C(N(C(=NC12)C)C)=O)N1CC(OCC1)C=1C=NN(C1)C)F